(S)-5-(3-bromophenyl)-N-(1-cyclopropylethyl)-1H-1,2,4-triazole-3-carboxamide BrC=1C=C(C=CC1)C1=NC(=NN1)C(=O)N[C@@H](C)C1CC1